C(=O)(OC(C)(C)C)N[C@@H](CC1=CC=C(C=C1)OC(=O)OC(C)(C)C)C(=O)O BOC-O-BOC-L-tyrosine